tert-butyl N-[(1S,3R)-4-(5-bromo-6-fluoro-1-oxo-isoindolin-2-yl)-3-fluoro-1-methyl-butyl]carbamate BrC=1C=C2CN(C(C2=CC1F)=O)C[C@@H](C[C@H](C)NC(OC(C)(C)C)=O)F